(S)-2-((5-chloro-7-(6-((4-cyano-2-fluorobenzyl)oxy)pyridin-2-yl)-2,3-dihydrobenzofuran-4-yl)methyl)-1-(oxetane-2-ylmethyl)-1H-benzo[d]imidazole-6-carboxylic acid ClC=1C=C(C2=C(CCO2)C1CC1=NC2=C(N1C[C@H]1OCC1)C=C(C=C2)C(=O)O)C2=NC(=CC=C2)OCC2=C(C=C(C=C2)C#N)F